5-(4-cyclohexylphenyl)-2-(3,4-dimethyl-2-pyridinyl)-3-[3-(fluoromethyl)azetidine-1-carbonyl]-4H-pyrazolo[1,5-a]pyrimidin-7-one C1(CCCCC1)C1=CC=C(C=C1)C=1NC=2N(C(C1)=O)N=C(C2C(=O)N2CC(C2)CF)C2=NC=CC(=C2C)C